2-(4-methoxyphenyl)-6-methylpyridine COC1=CC=C(C=C1)C1=NC(=CC=C1)C